methyl 4-((tert-butoxycarbonyl)amino)cubane-1-carboxylate C(C)(C)(C)OC(=O)NC12C3C4C5(C(C14)C2C53)C(=O)OC